CN1N=C2C(=CC(=CC2=C1)NC(=O)N1CCC=2C1=NC=CC2N2CCN(CC2)C(=O)OC(C)(C)C)C tert-butyl 4-(1-((2,7-dimethyl-2H-indazol-5-yl)carbamoyl)-2,3-dihydro-1H-pyrrolo[2,3-b]pyridin-4-yl)piperazine-1-carboxylate